Fluoro-4,6'-dimethyl-[3,4'-bipyridine]-2'-carboxylic acid ethyl ester C(C)OC(=O)C1=NC(=CC(=C1)C=1C(=NC=CC1C)F)C